ClC=1C=C(C=C(C1CN1C=NC(C(=C1)C(C)C)=O)Cl)N1N=C(C(NC1=O)=O)C#N 2-(3,5-Dichloro-4-((5-isopropyl-4-oxopyrimidin-1(4H)-yl)methyl)phenyl)-3,5-dioxo-2,3,4,5-tetrahydro-1,2,4-triazine-6-carbonitrile